(3aR,4R,5R,6aS)-2-((R)-2-(4-(benzyloxy)-3,5-difluorophenyl)-2-hydroxyethyl)-5-phenoxyhexahydrocyclopenta[c]pyrrole-3a,4(1H)-diol C(C1=CC=CC=C1)OC1=C(C=C(C=C1F)[C@H](CN1C[C@H]2[C@@](C1)([C@@H]([C@@H](C2)OC2=CC=CC=C2)O)O)O)F